ClC1=CC(OC2=C(C=CC=C12)C1CCN(CC1)CC1=NC=2C(=NC(=CC2)C(=O)O)N1C[C@@H](O)CC)C1=C(C=C(C=C1)Cl)F 2-((4-(4-chloro-2-(4-chloro-2-fluorophenyl)-2H-chromen-8-yl)piperidin-1-yl)methyl)-3-(((S)-oxabutane-2-yl)methyl)-3H-imidazo[4,5-b]pyridine-5-carboxylic acid